COCC1=CC(=CC=C1)OC1=CC=CC=C1 1-(methoxymethyl)-3-phenoxybenzene